C1(CC1)C=1N=NN(C1)[C@H](C(=O)N1[C@@H](C[C@H](C1)O)C(=O)NCC1(CCN(CC1)C(C)C)O)C(C)(C)C (2S,4r)-1-[(2S)-2-(4-cyclopropyl-triazol-1-yl)-3,3-dimethyl-butyryl]-4-hydroxy-N-[(4-hydroxy-1-isopropyl-4-piperidinyl)methyl]pyrrolidine-2-carboxamide